C1(=CC=CC=C1)C(CCC(=O)C1=CC=CC=C1)=O 1,4-diphenyl-1,4-butanedione